N-((1r,4r)-4-Hydroxy-4-methylcyclohexyl)-2'-(4-methyl-1H-imidazol-2-yl)-[3,4'-bipyridine]-5-sulfonamide trifluoroacetate salt FC(C(=O)O)(F)F.OC1(CCC(CC1)NS(=O)(=O)C=1C=C(C=NC1)C1=CC(=NC=C1)C=1NC=C(N1)C)C